ClCCCCC1C(NC(N1)=O)=O 5-(4-chlorobutyl)hydantoin